N1(CCOCC1)CC(C[Na])O 3-(N-morpholinyl)-2-hydroxypropyl-sodium